(2S,4S)-1-((S)-2-(1-fluorocyclopropane-1-carboxamido)-3,3-dimethylbutyryl)-4-hydroxy-N-(2-hydroxy-4-(4-methylthiazol-5-yl)benzyl)pyrrolidine-2-carboxamide FC1(CC1)C(=O)N[C@H](C(=O)N1[C@@H](C[C@@H](C1)O)C(=O)NCC1=C(C=C(C=C1)C1=C(N=CS1)C)O)C(C)(C)C